5-methyl-furo[2,3-d]pyrimidine CC1=COC=2N=CN=CC21